1',2'-dihydrospiro-(cyclohexane-1,3'-indole)-2',4-dione N1C(C2(C3=CC=CC=C13)CCC(CC2)=O)=O